(R)-N-((5-fluoro-6-(isoxazol-3-ylmethoxy)-1H-indol-2-yl)methyl)-2-methylpyrrolidine-1-carboxamide FC=1C=C2C=C(NC2=CC1OCC1=NOC=C1)CNC(=O)N1[C@@H](CCC1)C